Butyl-3-(2,3,6,7-tetrahydrobenzo[1,2-b:4,5-b']difuran-4-yl)azetidine-1-carboxylate C(CCC)OC(=O)N1CC(C1)C1=C2C(OCC2)=CC2=C1OCC2